OC1=CC=C(C=C1)C1OC2=C(C(=CC=C2C(C1)C1=CC=C(C=C1)O)O)C (4-hydroxyphenyl)-4-(4-hydroxyphenyl)-8-methylchroman-7-ol